OC=1C(=NC=C(C1)C1=CC2=CC=CC=C2C=C1)C(=O)NCC(C(=O)OC)C methyl 3-(3-hydroxy-5-(naphthalen-2-yl) pyridinecarboxamido)-2-methylpropionate